C(CC(=O)OC(C)C)(=O)[O-] 3-isopropyl malonate